N-(5-cyclopentyl-3-fluoropyridin-2-yl)-2-[(4-ethyl-4H-1,2,4-triazol-3-yl)sulfanyl]-5-nitrobenzamide C1(CCCC1)C=1C=C(C(=NC1)NC(C1=C(C=CC(=C1)[N+](=O)[O-])SC1=NN=CN1CC)=O)F